CC1=CC(=CC=C1)CC 1-METHYL-3-ETHYLBENZENE